CC1=CC=C(C=C1)S(=O)(=O)O.[C@@H]12NCCC[C@H]2CNC1 (S,S)-2,8-diazabicyclo[4.3.0]nonane p-toluenesulfonate